6-chloro-N-(1-cyclopropyl-5-methyl-1H-pyrazol-4-yl)-7-(1-(4-methoxy-3-methyltetrahydrofuran-3-yl)piperidin-4-yl)quinazolin-2-amine ClC=1C=C2C=NC(=NC2=CC1C1CCN(CC1)C1(COCC1OC)C)NC=1C=NN(C1C)C1CC1